naphthalenedisulfonic acid sodium naphthalenedisulfonate C=1(C(=CC=C2C=CC=CC12)S(=O)(=O)[O-])S(=O)(=O)[O-].[Na+].C=1(C(=CC=C2C=CC=CC12)S(=O)(=O)O)S(=O)(=O)O.[Na+]